N1C(=NC2=C1C1=CC=CC=C1C=1C=CC=CC12)C1=C(C=CC=C1)O 2-(1H-phenanthro[9,10-d]imidazol-2-yl)phenol